ClC1=CC(=C(CN2N=C(C=C2)C(=O)N2CCC(CC2)CC2=NC=3C(=NC(=CC3)C(=O)OC)N2C[C@H]2OCC2)C=C1)F Methyl (S)-2-((1-(1-(4-chloro-2-fluorobenzyl)-1H-pyrazole-3-carbonyl)piperidin-4-yl)methyl)-3-(oxetan-2-ylmethyl)-3H-imidazo[4,5-b]pyridine-5-carboxylate